N-(2-Methoxyethyl)glycin COCCNCC(=O)O